(3-oxo-3,4-dihydro-2H-benzo[b][1,4]oxazine-6-carbonyl)glycine ethyl ester C(C)OC(CNC(=O)C1=CC2=C(OCC(N2)=O)C=C1)=O